FC1(CC1)C(=O)N[C@H]1[C@@H](N(C(C1)=O)C=1C=C2C=NN(C2=CC1)C1=CN(C(C=C1)=O)C)C1=CC=CC=C1 |r| racemic-trans-1-fluoro-N-(1-(1-(1-methyl-6-oxo-1,6-dihydropyridin-3-yl)-1H-indazol-5-yl)-5-oxo-2-phenylpyrrolidin-3-yl)cyclopropanecarboxamide